FC=1C=C(C=CC1OC1=CC=NC2=CC(=C3C(=C12)OCCO3)OC)NC(=O)C=3C(N(C(N(C3)CC(=O)[O-])=O)C3=CC=C(C=C3)F)=O 2-(5-((3-fluoro-4-((5-methoxy-2,3-dihydro-[1,4]dioxino[2,3-f]quinolin-10-yl)oxy)phenyl)carbamoyl)-3-(4-fluorophenyl)-2,4-dioxo-3,4-dihydropyrimidin-1(2H)-yl)acetate